C1(CCC1)C(C(=O)NC1(CC1)C1=CC=C(C(=O)O)C=C1)OCC1=CC(=CC=C1)OC(F)F 4-(1-(2-cyclobutyl-2-((3-(difluoromethoxy)benzyl)oxy)acetamido)cyclopropyl)benzoic acid